[4-(1-tert-butyl-1,2,4-triazol-3-yl)phenyl]-[4-(5-methyloxazolo[4,5-b]pyridin-2-yl)piperazin-1-yl]methanone C(C)(C)(C)N1N=C(N=C1)C1=CC=C(C=C1)C(=O)N1CCN(CC1)C=1OC=2C(=NC(=CC2)C)N1